tert-butyl (6-(pyrimidin-2-ylmethylene)spiro[3.3]heptan-2-yl)carbamate N1=C(N=CC=C1)C=C1CC2(CC(C2)NC(OC(C)(C)C)=O)C1